CC=1C=C(C=CC1OC1=CC=2N(C=C1)N=CN2)NC2=NC=NN1C2=C(C=C1)[C@H]1[C@H]2CN([C@@H](C1)C2)C(C=C)=O |o1:27,28,31| Rel-1-[(1S,4S,5R)-5-{4-[(3-methyl-4-{[1,2,4]triazolo[1,5-a]pyridin-7-yloxy}phenyl)amino]pyrrolo[2,1-f][1,2,4]triazin-5-yl}-2-azabicyclo[2.2.1]heptan-2-yl]prop-2-en-1-one